C(C)(=O)SCC(COCCC(OC1OCCCC1)C=1C=C(C=CC1)CCC(=O)OCC)(C)C ethyl 3-(3-(3-(3-(acetylthio)-2,2-dimethylpropoxy)-1-((tetrahydro-2H-pyran-2-yl)oxy)propyl)phenyl)propanoate